C(C)(C)(C)OC(CC1(CCN(CC1)C1=NC=C(C=C1)B1OC(C(O1)(C)C)(C)C)O)=O.COC(C(=C)C)=O.OC1=CC=CC(=C1)OC 2-hydroxy(4-methoxybenzene) methyl-methacrylate tert-butyl-2-[4-hydroxy-1-[5-(4,4,5,5-tetramethyl-1,3,2-dioxaborolan-2-yl)-2-pyridyl]-4-piperidyl]acetate